ClC1=NC=C(C(=C1)N1CC(=C(C=C1C)OCC1=NC=C(C=C1F)F)Cl)Cl 2',3,5'-Trichloro-4-((3,5-difluoropyridin-2-yl)methoxy)-6-methyl-2H-[1,4'-bipyridine]